FC1=C(C=CC(=N1)C(C1=CC=C2C=NNC2=C1)C1(CC1)C(=O)N)C(C)C ((6-fluoro-5-isopropylpyridin-2-yl)(1H-indazol-6-yl)methyl)cyclopropane-1-carboxamide